C(C)(C)(C)OC(NS(=O)(=O)CC1(C(COC2=CC(=CC=C12)F)(C)C)O)=O.FC=1C=CC(=C(C(=O)N(C(C)C)C(C)C)C1)N1C=C(C=2C1=CN=CC2)C2CCNCC2 5-fluoro-N,N-diisopropyl-2-(3-(piperidin-4-yl)-1H-pyrrolo[2,3-c]pyridin-1-yl)benzamide tert-butyl-(((7-fluoro-4-hydroxy-3,3-dimethylchroman-4-yl)methyl)sulfonyl)carbamate